CN(C([C@@H](CC(NC(C1=CC=CC=C1)(C1=CC=CC=C1)C1=CC=CC=C1)=O)NC(OCC1C2=CC=CC=C2C=2C=CC=CC12)=O)=O)CCNC(OC(C)(C)C)=O (9H-fluoren-9-yl)methyl (R)-(7,13,13-trimethyl-3,6,11-trioxo-1,1,1-triphenyl-12-oxa-2,7,10-triazatetradecan-5-yl)carbamate